(2-Ethylpyrazolid-1-yl)(5-((7-fluoro-2,3-dihydrobenzo[b][1,4]dioxin-5-yl)amino)-7-(methylamino)pyrazolo[1,5-a]pyrimidin-3-yl)methanone C(C)N1N(CCC1)C(=O)C=1C=NN2C1N=C(C=C2NC)NC2=CC(=CC=1OCCOC12)F